CC=1CN(CC1)C(=O)OCC1=CC=CC=C1 benzyl 3-methyl-3-pyrroline-1-carboxylate